benzyl-6-phenylpyridine-2,5-diamine C(C1=CC=CC=C1)C=1C(=NC(=C(C1)N)C1=CC=CC=C1)N